Cl.BrC=1C=C(C=CC1)N1N=NC(=C1)CNC 1-(1-(3-bromophenyl)-1H-1,2,3-triazol-4-yl)-N-methylmethanamine hydrochloride